4-[1-(benzenesulfonyl)-6-(3,5-dimethylisoxazol-4-yl)pyrrolo[2,3-b]pyridin-3-yl]-N-[(1S,2S)-2-(3-methoxypyrrolidin-1-yl)cyclopentyl]-5-(trifluoromethyl)pyrimidin-2-amine C1(=CC=CC=C1)S(=O)(=O)N1C=C(C=2C1=NC(=CC2)C=2C(=NOC2C)C)C2=NC(=NC=C2C(F)(F)F)N[C@@H]2[C@H](CCC2)N2CC(CC2)OC